2-[5-[3-[3-[[ethyl(methyl)sulfamoyl]amino]-2,6-difluoro-benzoyl]-1H-pyrrolo[2,3-b]pyridin-5-yl]pyrimidin-2-yl]-5-[[4-(4-nitrophenyl)-1-piperidyl]methyl]-3,4-dihydro-1H-isoquinoline C(C)N(S(=O)(=O)NC=1C(=C(C(=O)C2=CNC3=NC=C(C=C32)C=3C=NC(=NC3)N3CC2=CC=CC(=C2CC3)CN3CCC(CC3)C3=CC=C(C=C3)[N+](=O)[O-])C(=CC1)F)F)C